[1-(2,6-dioxopiperidin-3-yl)-3-methyl-2-oxo-2,3-dihydro-1H-benzimidazol-4-yl]acetaldehyde O=C1NC(CCC1N1C(N(C2=C1C=CC=C2CC=O)C)=O)=O